C(C)(C)(C)OC([C@@H](CC1=CC(=CC=C1)S(NCC1=CC2=C(OCCO2)C=C1)(=O)=O)[C@@H]1CN(CC1)C(=O)OC(C)(C)C)=O tert-butyl (3R)-3-[(1S)-2-tert-butoxy-1-[[3-(2,3-dihydro-1,4-benzodioxin-6-ylmethylsulfamoyl)phenyl]methyl]-2-oxo-ethyl]pyrrolidine-1-carboxylate